ClC1=C(C=C(C=C1)S(=O)(=O)N1CCC(CC1)C(=O)NC=1C=CC2=C(N=CS2)C1)C#N 1-((4-chloro-3-cyanophenyl)sulfonyl)N-(benzo[d]thiazol-5-yl)-piperidine-4-carboxamide